methyl (2R)-3-(benzyloxy)-2-hydroxypropanoate C(C1=CC=CC=C1)OC[C@H](C(=O)OC)O